O[C@H]1C[C@H](CC1)C=1C=C(N(N1)C(C)(C)C)NC=1C=C2CCC(N(C2=CC1)CC1=CC=C(C=C1)OC)=O 6-({5-[(1S,3R)-3-hydroxycyclopentyl]-2-(2-methylprop-2-yl)pyrazol-3-yl}amino)-1-[(4-methoxyphenyl)methyl]-1,2,3,4-tetrahydroquinolin-2-one